BrC=1C(=C2C(=NC1)NCC21CCC(CC1)C(C)(C)O)Cl 2-((1s,4s)-5'-bromo-4'-chloro-1',2'-dihydrospiro[cyclohexane-1,3'-pyrrolo[2,3-b]pyridine]-4-yl)propan-2-ol